C(C1=CC=CC=C1)C1(CCOCC1)N(C1=NC=C2C(=N1)N(N=C2I)C)C N-(4-Benzyltetrahydro-2H-pyran-4-yl)-3-iodo-N,1-dimethyl-1H-pyrazolo[3,4-d]pyrimidin-6-amine